FC([C@H]([C@@H](C)[C@H]1CC[C@H]2[C@@H]3CC[C@@H]4C[C@@](CC[C@@H]4[C@H]3CC[C@]12C)(O)C(F)(F)F)O)F (3R,5R,8R,9R,10S,13S,14S,17R)-17-((2S,3S)-4,4-difluoro-3-hydroxybutan-2-yl)-13-methyl-3-(trifluoromethyl)hexadecahydro-1H-cyclopenta[a]phenanthren-3-ol